N1=CC=C(C=C1)SSCCN 2-(4-pyridyldithio)ethylamine